ClC1=CC=C(C(=O)C2=CC=C(OC(C(=O)OCC3=CC=CC=C3)(C)C)C=C2)C=C1 benzyl 2-(4-(4-chlorobenzoyl) phenoxy)-2-methylpropionate